5-(N-tert-butoxycarbonyl-S-methyl-sulfonimidoyl)thiazole-2-carboxylic acid C(C)(C)(C)OC(=O)N=S(=O)(C)C1=CN=C(S1)C(=O)O